bicyclo[4.2.0]octa-1(6),2,4-trien-7-ol C1=2C=CC=CC2C(C1)O